tert-butyl (3-(benzyloxy)-2-((2-(5-(diethoxymethyl)-1H-1,2,3-triazol-1-yl)ethyl)carbamoyl)-4-oxopyridin-1(4H)-yl)carbamate C(C1=CC=CC=C1)OC1=C(N(C=CC1=O)NC(OC(C)(C)C)=O)C(NCCN1N=NC=C1C(OCC)OCC)=O